2-(2,4-dihydroxyphenyl)-4,6-bis-(2,4-dimethylphenyl)-1,3,5-triazine OC1=C(C=CC(=C1)O)C1=NC(=NC(=N1)C1=C(C=C(C=C1)C)C)C1=C(C=C(C=C1)C)C